O1COC2=C1C=CC(=C2)C#CCO 3-(benzo[d][1,3]dioxol-5-yl)prop-2-yn-1-ol